2-((7-chloronaphthalen-1-yl)oxy)-N,N-diethylethan-1-amine ClC1=CC=C2C=CC=C(C2=C1)OCCN(CC)CC